2-((7-methyl-5-(methylsulfonyl)-1H-indol-4-yl)methyl)-2H-pyrazolo-[4,3-b]pyridine-6-carbonitrile CC=1C=C(C(=C2C=CNC12)CN1N=C2C(N=CC(=C2)C#N)=C1)S(=O)(=O)C